octadeca-9,12,15-trienoic acid C(CCCCCCCC=CCC=CCC=CCC)(=O)O